6-(5-(4-(Methylsulfonyl)-piperazin-1-yl)-2H-indazol-2-yl)-4-(trifluoromethyl)-pyridin-2-ol CS(=O)(=O)N1CCN(CC1)C1=CC2=CN(N=C2C=C1)C1=CC(=CC(=N1)O)C(F)(F)F